(3'R)-5',5'-difluoro-5-methyl[1,3'-bipiperidin]-2-one, hydrochloride salt Cl.FC1(C[C@H](CNC1)N1C(CCC(C1)C)=O)F